(S)-11-chloro-8-hydroxy-3-(3-oxo-[1,2,4]triazolo[4,3-a]pyridin-2(3H)-yl)-10-(trifluoromethyl)-3,4-dihydro-[1,4]thiazepino[2,3,4-ij]quinazolin-6(2H)-one ClC1=C(C=C2C(=NC(N3C2=C1SC[C@H](C3)N3N=C1N(C=CC=C1)C3=O)=O)O)C(F)(F)F